N2-[2-(4-methoxyphenyl)[1,2,4]triazolo[1,5-c]quinazolin-5-yl]-D-serinamide COC1=CC=C(C=C1)C1=NN2C(=NC=3C=CC=CC3C2=N1)N[C@H](CO)C(=O)N